1-methoxy-1-t-amylperoxy-3,3,5-trimethylcyclohexane COC1(CC(CC(C1)C)(C)C)OOC(C)(C)CC